N-{4-[3-(4-Methylphenyl)-1,2,4-oxadiazol-5-yl]phenyl}-5-oxo-1-[(pyridin-2-yl)methyl]-pyrrolidine-3-carboxamide CC1=CC=C(C=C1)C1=NOC(=N1)C1=CC=C(C=C1)NC(=O)C1CN(C(C1)=O)CC1=NC=CC=C1